FC1=CC=C(OC=2SC(=CN2)C=O)C=C1 2-(4-fluorophenoxy)thiazole-5-carbaldehyde